C(C)OCOC1=C2C(=CN(C2=CC=C1)COCC)CCN(C)C 2-(4-(ethoxymethoxy)-1-(ethoxymethyl)-1H-indol-3-yl)-N,N-dimethylethan-1-amine